methyl (1s,4s)-4-(3-(3-(2,6-dicyanophenyl)-1-((4-(difluoro-methyl)phenyl)sulfonyl)-5-fluoro-1H-indol-2-yl)phenyl)cyclohexane-1-carboxylate C(#N)C1=C(C(=CC=C1)C#N)C1=C(N(C2=CC=C(C=C12)F)S(=O)(=O)C1=CC=C(C=C1)C(F)F)C=1C=C(C=CC1)C1CCC(CC1)C(=O)OC